N-(4-(aminomethyl)phenyl)-6-butylpyridin-3-amine NCC1=CC=C(C=C1)NC=1C=NC(=CC1)CCCC